C(#N)CNC(C1=CC(=CC=C1)C1=CSC2=C1N=C(N=C2)NC2=CC=C(C=C2)CN2CCOCC2)=O N-(cyanomethyl)-3-(2-(4-(morpholinomethyl)phenylamino)thieno[3,2-d]pyrimidin-7-yl)benzamide